elaidyl dotriacontanoate C(CCCCCCCCCCCCCCCCCCCCCCCCCCCCCCC)(=O)OCCCCCCCC\C=C\CCCCCCCC